OC1=CC=C(C=C1)/C=C/C(=O)C1=CC=C(C=C1)N1CCOCC1 (E)-3-(4-Hydroxyphenyl)-1-(4-morpholinophenyl)-2-propen-1-one